[C-]1(C=CC=C1)C(=O)O.[C-]1(C=CC=C1)C(=O)O.[Fe+2] 1',1-ferrocenedicarboxylic acid